(R or S)-N-(5-(((tert-butyldimethylsilyl)oxy)methyl)-2-methoxyphenyl)-3-(3-fluoro-4-methylphenyl)-3-(1,2,4-thiadiazol-5-yl)pyrrolidine-1-carboxamide [Si](C)(C)(C(C)(C)C)OCC=1C=CC(=C(C1)NC(=O)N1C[C@](CC1)(C1=NC=NS1)C1=CC(=C(C=C1)C)F)OC |o1:20|